ClC=1C(=C(C=CC1)NC(=O)C1=CC(=CC=2NC(=NC21)COCCOC)NC(=O)C2=C(C=CC=C2)C(F)(F)F)C N-(3-chloro-2-methylphenyl)-2-[(2-methoxyethoxy)methyl]-6-({[2-(trifluoromethyl)phenyl]carbonyl}amino)-1H-benzimidazole-4-carboxamide